Cl.N1=C(N=CC=C1)C1N(CCNC1)C(=O)N pyrimidin-2-yl-piperazine-1-carboxamide hydrochloride